COC=1C=C(CNC=2C=3N(C4=CC(=C(C=C4N2)F)C=O)C=NC3)C=CC1OC 4-((3,4-dimethoxybenzyl)amino)-7-fluoroimidazo[1,5-a]quinoxaline-8-carbaldehyde